O1C=NC=C1C1=CC=C(C=O)C=C1 4-(OXAZOL-5-YL)BENZALDEHYDE